4-(2-((methylsulfonyl)oxy)ethyl)piperidine-1-carboxylic acid tert-butyl ester C(C)(C)(C)OC(=O)N1CCC(CC1)CCOS(=O)(=O)C